2-allyl-6-(1-isobutyl-4-pyrazolylamino)-1-[6-(4-piperidyloxy)-2-pyridyl]-1,2-dihydro-3H-1,2,5,7-tetraazainden-3-one C(C=C)N1N(C2=NC(=NC=C2C1=O)NC=1C=NN(C1)CC(C)C)C1=NC(=CC=C1)OC1CCNCC1